tert-butyl ((5S)-8,9-difluoro-6-methyl-5,6-dihydro-4H-pyrrolo[3,2,1-ij]quinolin-5-yl)(methyl)carbamate FC=1C=C2C([C@@H](CN3C2=C(C1F)C=C3)N(C(OC(C)(C)C)=O)C)C